OC1=CC=C(C=NO)C=C1 para-hydroxybenzoaldoxime